C(C)(=O)[O-].[K+].[Si](C)(C)(C(C)(C)C)OC(CNC(OC(C)(C)C)=O)CN1N=CC(=C1)B1OC(C(O1)(C)C)(C)C tert-butyl (2-((tert-butyldimethylsilyl)oxy)3-(4-(4,4,5,5-tetramethyl-1,3,2-dioxaborolan-2-yl)-1H-pyrazol-1-yl)propyl)carbamate Potassium acetate